FC1=C(SC=2N=CN(C21)CC2OCC2)C(=O)[O-] 6-fluoro-1-(oxetan-2-ylmethyl)-1H-thieno[2,3-d]imidazole-5-carboxylate